(2R,3S,4R,5R)-2-(Acetoxymethyl)-5-(2-amino-8-(benzyloxy)-6-oxo-1,6-dihydro-9H-purin-9-yl)tetrahydrofuran-3,4-diacetic acid C(C)(=O)OC[C@@H]1O[C@H]([C@@H]([C@@H]1CC(=O)O)CC(=O)O)N1C=2N=C(NC(C2N=C1OCC1=CC=CC=C1)=O)N